(2S)-2-(benzyloxy)-1-(4-fluorophenyl)propan-1-ol C(C1=CC=CC=C1)O[C@H](C(O)C1=CC=C(C=C1)F)C